C(C)(=O)C1=C(C(=NC(=C1)NC1=NNC(=C1)C)CC1(CCN(CC1)CC1=C(C(=CC=C1)Cl)F)C(=O)O)F 4-((4-acetyl-3-fluoro-6-((5-methyl-1H-pyrazol-3-yl)amino)pyridin-2-yl)methyl)-1-(3-chloro-2-fluorobenzyl)piperidine-4-carboxylic acid